6-bromo-N-((3-cyclopropyl-1H-1,2,4-triazol-5-yl)methyl)-5-fluoro-3-(((2R,7aS)-2-fluorotetrahydro-1H-pyrrolizin-7a(5H)-yl)methoxy)-7,9-dihydrofuro[3,4-f]quinazolin-1-amine BrC=1C2=C(C3=C(N=C(N=C3C1F)OC[C@]13CCCN3C[C@@H](C1)F)NCC1=NC(=NN1)C1CC1)COC2